3,5-dichloro-4-[(4-iodo-5-methoxy-2-pyridinyl)oxy]aniline ClC=1C=C(N)C=C(C1OC1=NC=C(C(=C1)I)OC)Cl